NCCNCC(=O)O N-(2-amino-ethyl)-glycine